OCC(C1=C(C=CC=C1)O)NC(=O)NC1=CC(=C(C=C1)OC)OCCCC(C)C 1-(2-hydroxy-1-(2-hydroxyphenyl)ethyl)-3-(4-methoxy-3-((4-methylpentyl)oxy)phenyl)urea